ClC=1C=C(C=C(C1OC=1C=C2C(=NC1)NN=C2C)Cl)NC(=O)C2=NOC(N2)=O N-(3,5-dichloro-4-((3-methyl-1H-pyrazolo[3,4-b]pyridin-5-yl)oxy)phenyl)-5-oxo-4,5-dihydro-1,2,4-oxadiazole-3-carboxamide